tert-butyl (S)-(2-methoxy-4-(4,4,5,5-tetramethyl-1,3,2-dioxaborolan-2-yl)phenethyl)((5-oxopyrrolidin-2-yl)methyl)carbamate COC1=C(CCN(C(OC(C)(C)C)=O)C[C@H]2NC(CC2)=O)C=CC(=C1)B1OC(C(O1)(C)C)(C)C